Methyl 3-[(2-methoxy-4-pyridyl)amino]-5-(methylamino)-6-(3-methylimidazo[4,5-c]pyridin-7-yl)pyrazine-2-carboxylate COC1=NC=CC(=C1)NC=1C(=NC(=C(N1)NC)C=1C2=C(C=NC1)N(C=N2)C)C(=O)OC